FC=1C=2N(C=C(C1)NC(=O)C=1C=CC(=C3C=CN=NC13)N1[C@H]3C([C@@H](C1)C3)N(C(OCC3=CC=CC=C3)=O)C)C=C(N2)C benzyl N-[(1R,4R)-2-[8-([8-fluoro-2-methylimidazo[1,2-a]pyridin-6-yl] carbamoyl) cinnolin-5-yl]-2-azabicyclo[2.1.1]hexan-5-yl]-N-methylcarbamate